C1=CC=C2C=CC=3C=CC=C4C5=C(C1=C2C43)C=CC=C5 benzo[e]pyrene